2-isopropyl-N4-(3-(isopropylsulfonyl)phenyl)-6-phenyl-1,3,5-triazine-2,4-diamine C(C)(C)C1(NC(=NC(=N1)NC1=CC(=CC=C1)S(=O)(=O)C(C)C)C1=CC=CC=C1)N